C(C=C)N(C(C=C)=O)C1CCNCC1 N-allyl-N-(piperidin-4-yl)acrylamide